F[C@H]1CN(CC[C@H]1NC1=C2C=C(N(C2=CC=C1)CC(F)(F)F)C#CCNC1=C(C=C(C(=O)NC[C@H](C)O)C=C1)OC)C 4-{[3-(4-{[(3S,4R)-3-fluoro-1-methylpiperidin-4-yl]amino}-1-(2,2,2-trifluoroethyl)-1H-indol-2-yl)prop-2-yn-1-yl]amino}-N-[(2S)-2-hydroxypropyl]-3-methoxybenzamide